CC1=CC=C(C=C1)S(=O)(=O)OC[C@H]([C@@H]([C@H](CN=[N+]=[N-])C1CC1)O)NC(=O)OC(C)(C)C (2R,3R,4S)-5-Azido-2-[(tert-butoxycarbonyl)amino]-4-cyclopropyl-3-hydroxypentyl 4-methylbenzenesulfonate